(2R,5S)-5-(4-Chlorobenzyl)-4-(4-(1-ethyl-5-methyl-1H-pyrazol-3-yl)cyclohexyl)morpholin ClC1=CC=C(C[C@H]2COCCN2C2CCC(CC2)C2=NN(C(=C2)C)CC)C=C1